2-(4-chloro-3-fluorophenoxy)-N-(4-(5-(4-chlorophenyl)-1,3,4-oxadiazol-2-yl)piperidin-1-yl)acetamide ClC1=C(C=C(OCC(=O)NN2CCC(CC2)C=2OC(=NN2)C2=CC=C(C=C2)Cl)C=C1)F